OCCOCCOCCOCCOCCOCCOCCOCCOCCOCCOCCOC1=CC=C(C(=O)OC(C)(C)C)C=C1 tert-butyl 4-[2-[2-[2-[2-[2-[2-[2-[2-[2-[2-(2-hydroxyethoxy)ethoxy]ethoxy] ethoxy]ethoxy]ethoxy]ethoxy] ethoxy]ethoxy]ethoxy]ethoxy]benzoate